FC1=NC=C(N=C1)C(F)(F)F 2-fluoro-5-(trifluoromethyl)pyrazine